Ethyl 2-(5-chloro-4-methyl-2-oxo-1H-1,6-naphthyridin-3-yl)-2,2-difluoroacetate ClC1=C2C(=C(C(NC2=CC=N1)=O)C(C(=O)OCC)(F)F)C